3-(6-methyl-2-pyridyl)-N-phenyl-4-(4-quinolinyl)-1H-pyrazole CC1=CC=CC(=N1)C1=NN(C=C1C1=CC=NC2=CC=CC=C12)C1=CC=CC=C1